N-(1-(3-chloro-4-cyanophenyl)-3-oxo-2,3-dihydro-1H-pyrazolo[4,3-c]pyridin-6-yl)cyclopropanecarboxamide ClC=1C=C(C=CC1C#N)N1NC(C=2C=NC(=CC21)NC(=O)C2CC2)=O